ClC(C(=C)C1=CC=C(C#N)C=C1)(F)F 4-(3-chloro-3,3-difluoroprop-1-en-2-yl)benzonitrile